tert-butyl (2-((5S)-5-(aminomethyl)-1-benzylpyrrolidin-3-yl)propan-2-yl)carbamate NC[C@@H]1CC(CN1CC1=CC=CC=C1)C(C)(C)NC(OC(C)(C)C)=O